NC=1C=2N(C(=CN1)C(F)(F)F)C(=NC2C2=C(C(=C(C=C2)NC(C(O)C2=CC(=CC=C2)Cl)=O)F)F)C([2H])([2H])[2H] N-[4-[8-amino-3-(trideuteriomethyl)-5-(trifluoromethyl)imidazo[1,5-a]pyrazin-1-yl]-2,3-difluoro-phenyl]-2-(3-chlorophenyl)-2-hydroxy-acetamide